N-(3-methacryloyloxyheptadecyl)-2-pyrrolidinone C(C(=C)C)(=O)OC(CCN1C(CCC1)=O)CCCCCCCCCCCCCC